2-((5-fluoro-2-nitrophenyl)amino)-4-(phenylamino)pyrimidine-5-carbonitrile FC=1C=CC(=C(C1)NC1=NC=C(C(=N1)NC1=CC=CC=C1)C#N)[N+](=O)[O-]